(3-methyloxetan-3-yl){4-[4-methyl-6-(trifluoromethyl)pyridin-3-yl]piperidin-1-yl}methanone CC1(COC1)C(=O)N1CCC(CC1)C=1C=NC(=CC1C)C(F)(F)F